1,2-diethylaminobenzal-4-methylcyclohexanone C(C)NC1(C=C2C(CCC(C2)C)=O)C(C=CC=C1)NCC